FC(C(=O)O)(F)F.C(C)OC=1C(=NC=CC1)OC=1C=C(C=NC1)C1=NC=C(C=N1)C(=O)N[C@H]1CNCC[C@@H]1F 2-{5-[(3-ethoxypyridin-2-yl)oxy]pyridin-3-yl}-N-[(3S,4S)-4-fluoropiperidin-3-yl]pyrimidine-5-carboxamide, trifluoroacetate salt